2,7-diazaspiro[3.5]nonane-7-carboxylic acid tert-butyl ester C(C)(C)(C)OC(=O)N1CCC2(CNC2)CC1